tert-butyl ((1S,3R,5S)-3-(2-(2-azidoethoxy)ethoxy) adamantan-1-yl)(2-((S)-2-cyanopyrrolidin-1-yl)-2-oxoethyl)carbamate N(=[N+]=[N-])CCOCCOC12CC3(CC(C[C@H](C1)C3)C2)N(C(OC(C)(C)C)=O)CC(=O)N2[C@@H](CCC2)C#N